C1=CC=CC=2C3=CC=CC=C3C(C12)COC(=O)N[C@H](C(=O)O)CC1=CC=C(C=C1)C=1C(=NN(C1)C)NC(=O)C=1C=NC=NC1 (S)-2-((((9H-fluoren-9-yl)methoxy)carbonyl)amino)-3-(4-(1-methyl-3-(pyrimidine-5-carboxamido)-1H-pyrazol-4-yl)phenyl)propanoic acid